2,6-dibromopyridine-4-formaldehyde BrC1=NC(=CC(=C1)C=O)Br